lauryldidodecylphenylether C(CCCCCCCCCCC)C1=C(C(=C(C=C1)OC1=C(C(=C(C=C1)CCCCCCCCCCCC)CCCCCCCCCCCC)CCCCCCCCCCCC)CCCCCCCCCCCC)CCCCCCCCCCCC